OC1CCN(CC1)CC[C@H](C1=CC=C(C=C1)N1C(OCC1)=O)NC(=O)C1=CC2=CC=3C[C@H](CCC3N=C2C=C1)C1(CC1)C(F)(F)F (7S)-N-{(1R)-3-(4-hydroxypiperidin-1-yl)-1-[4-(2-oxo-1,3-oxazolidin-3-yl)phenyl]propyl}-7-[1-(trifluoromethyl)cyclopropyl]-5,6,7,8-tetrahydroacridine-2-carboxamide